[Si](C)(C)(C(C)(C)C)C#CC1=CSC2=C1C(=NC=C2)N(C(C2=C(C=C(C=C2)B2OC(C(O2)(C)C)(C)C)F)=O)[C@H]2CN(CCC2)C(=O)OC(C)(C)C tert-butyl (R)-3-(N-(3-((tert-butyldimethylsilyl)-ethynyl)thieno[3,2-c]pyridin-4-yl)-2-fluoro-4-(4,4,5,5-tetramethyl-1,3,2-dioxaborolan-2-yl)benzamido)piperidine-1-carboxylate